5-chloro-3-(2-morpholinoethoxy)thiophene-2-carboxamide ClC1=CC(=C(S1)C(=O)N)OCCN1CCOCC1